2,4-diamino-6-piperidinylpyrimidine 3-oxide NC1=NC(=CC(=[N+]1[O-])N)N1CCCCC1